FC(C=1C=C(CN2C=C(C3=CC=CC=C23)/C=C(/C(=O)OCC)\C#N)C=C(C1)C(F)(F)F)(F)F ethyl (E)-3-(1-(3,5-bis(trifluoromethyl) benzyl)-1H-indol-3-yl)-2-cyanoacrylate